benzyl N-[2-(aminomethyl)spiro[3.5]nonan-7-yl]-N-methyl-carbamate NCC1CC2(C1)CCC(CC2)N(C(OCC2=CC=CC=C2)=O)C